COC=1C=2N(C=C(C1)C(=O)OC)C=C(N2)C2(CC2)OC methyl 8-methoxy-2-(1-methoxycyclopropyl)imidazo[1,2-a]pyridine-6-carboxylate